(2-Amino-3-bromo-phenyl)methanol ethyl-2-mercaptopropionate C(C)C(C(=O)OCC1=C(C(=CC=C1)Br)N)(C)S